tert-butyl N-[(3S,4R)-1-carbamoyl-4-[[4-(1-hydroxy-3,6,9,12,15-pentaoxaoctadec-17-yn-18-yl)phenyl]methoxy] pentan-3-yl]carbamate C(N)(=O)CC[C@@H]([C@@H](C)OCC1=CC=C(C=C1)C#CCOCCOCCOCCOCCOCCO)NC(OC(C)(C)C)=O